1-(2-chlorophenyl)-2,2-dibromoethylketone ClC1=C(C=CC=C1)C(C(Br)Br)C(=O)C(C(Br)Br)C1=C(C=CC=C1)Cl